2-(2-(4-(5-cyclopropyl-5H-dibenzo[b,e][1,4]diazepin-11-yl)piperazin-1-yl)ethoxy)ethanol C1(CC1)N1C2=C(N=C(C3=C1C=CC=C3)N3CCN(CC3)CCOCCO)C=CC=C2